α-L-Lyxopyranose O[C@H]1[C@H](O)[C@H](O)[C@@H](O)CO1